BrC1=CC=C(C=C1)C1OCCO1 2-(4-bromophenyl)-1,3-dioxolane